dichlorobis(pentamethylcyclopentadienyl)iridium dichloride Cl[Ir](C1(C(=C(C(=C1C)C)C)C)C)(C1(C(=C(C(=C1C)C)C)C)C)(Cl)(Cl)Cl